(2H-pyrazol-3-yl)-pyridine N=1NC(=CC1)C1=NC=CC=C1